(S)-N-(3-(Azetidine-1-sulfonimidoyl)phenyl)-4-((2-hydroxyethyl)sulfonamido)-2-(6-azaspiro[2.5]octan-6-yl)benzamide N1(CCC1)[S@@](=O)(=N)C=1C=C(C=CC1)NC(C1=C(C=C(C=C1)NS(=O)(=O)CCO)N1CCC2(CC2)CC1)=O